2-(6-(((1R,3R,5R)-6,6-difluoro-8-azabicyclo[3.2.1]octan-3-yl)thio)-1,2,4-triazin-3-yl)-5-(1H-imidazol-1-yl)phenol FC1([C@H]2C[C@@H](C[C@@H](C1)N2)SC2=CN=C(N=N2)C2=C(C=C(C=C2)N2C=NC=C2)O)F